2-phenyl-1,4,6,7-tetrahydroindol-5-one C1(=CC=CC=C1)C=1NC=2CCC(CC2C1)=O